BrCCCC1=CC=NC=C1 4-(3-bromopropyl)pyridine